C(C)(C)(C)OC(=O)N1CCN(CC1)CC(NC1=NC=CC(=C1)Br)=O 4-{[(4-bromopyridin-2-yl)carbamoyl]Methyl}piperazine-1-carboxylic acid tert-butyl ester